N-((1,2,3,5,6,7-hexahydro-s-indacen-4-yl)carbamoyl)-3-methyl-4-oxo-4,5,6,7-tetrahydrobenzofuran-2-sulfonamide C1CCC2=C(C=3CCCC3C=C12)NC(=O)NS(=O)(=O)C=1OC2=C(C1C)C(CCC2)=O